phenylphosphinate aluminum salt [Al+3].C1(=CC=CC=C1)P([O-])=O.C1(=CC=CC=C1)P([O-])=O.C1(=CC=CC=C1)P([O-])=O